(5-(2,3-Dihydro-5-benzofuranyl)-3-pyridinyl)(octahydro-4H-1,4-benzoxazin-4-yl)methanone O1CCC2=C1C=CC(=C2)C=2C=C(C=NC2)C(=O)N2CCOC1C2CCCC1